C(C)(C)(C)OC(CCCCCCCNC1=C2CN(C(C2=CC=C1)=O)C1C(N(C(CC1)=O)C(=O)OC(C)(C)C)=O)=O tert-butyl 3-(4-((8-(tert-butoxy)-8-oxooctyl) amino)-1-oxoisoindolin-2-yl)-2,6-dioxopiperidine-1-carboxylate